(S)-2-(tert-butoxycarbonyl)-7-hydroxy-6,8-diiodo-1,2,3,4-tetrahydroisoquinoline-3-carboxylic acid C(C)(C)(C)OC(=O)N1CC2=C(C(=C(C=C2C[C@H]1C(=O)O)I)O)I